3-(2,6-dioxo-3-piperidyl)-1-methyl-indazole-6-carboxylic acid O=C1NC(CCC1C1=NN(C2=CC(=CC=C12)C(=O)O)C)=O